C(=O)(O)[C@H](CCC1=CC2=C(S1)C=C(C(=C2F)OCCCOC2=C(C1=C(SC(=C1)C(=O)[C@H]1[C@@H](CC1)C(=O)O)C=C2OC)F)OC)C trans-2-(5-(3-((2-((S)-3-carboxybutyl)-4-fluoro-6-methoxybenzo[b]thiophen-5-yl)oxy)propoxy)-4-fluoro-6-methoxybenzo[b]thiophene-2-carbonyl)cyclobutanecarboxylic acid